C1(CCCCC1)C1=NN(C=C1/C=C/C(=O)N1C(CCCC1)C(=O)N)C1=CC=CC=C1 (E)-1-(3-(3-cyclohexyl-1-phenyl-1H-pyrazol-4-yl)acryloyl)piperidine-2-carboxamide